C(C)C1=C(SC=2C1=NC=CC2NC2C(CN(CC2)C)F)C#CC 3-(3-ethyl-7-((3-fluoro-1-methylpiperidin-4-yl)amino)thieno[3,2-b]pyridin-2-yl)prop-2-yn